FC1CN(CCC1C1=C(C=C(C(=C1)C)C(=O)OC)F)C(=O)OC(C)(C)C tert-butyl 3-fluoro-4-[2-fluoro-4-(methoxycarbonyl)-5-methylphenyl]piperidine-1-carboxylate